ClC=1C=C(C=NC1)[C@@H]1[C@H](C1)C(=O)OCC |r| ethyl rac-(1S*,2S*)-2-(5-chloropyridin-3-yl)cyclopropane-1-carboxylate